C(C=C)(=O)N1C[C@H](O[C@H](C1)C(F)F)C1=CC(=NC=C1Cl)C1=CC(=NC=N1)C(=O)NC 6-(4-((2R,6R)-4-acryloyl-6-(difluoromethyl)morpholin-2-yl)-5-chloropyridin-2-yl)-N-methylpyrimidine-4-carboxamide